(4-(4,4,5,5-tetramethyl-1,3,2-dioxaborolan-2-yl)pyridin-2-yl)pyrrolidine-1-carboxamide CC1(OB(OC1(C)C)C1=CC(=NC=C1)C1N(CCC1)C(=O)N)C